ClC(C1=NC(=NO1)C1=CC=C(C=C1)P(NCC(C)C)(=O)C)(F)F P-(4-(5-(chlorodifluoromethyl)-1,2,4-oxadiazol-3-yl)phenyl)-N-isobutyl-P-methylphosphinic amide